nonyl-(benzene) C(CCCCCCCC)C1=CC=CC=C1